C(=O)O.C(C)N(C=1C(=C(C(=O)NCC=2C(NC(=C(C2C(C)C)F)C)=O)C=C(C1)C=1C=NC(=CC1)N1CCNCC1)C)C1CCOCC1 3-(ethyl(tetrahydro-2H-pyran-4-yl)amino)-N-((5-fluoro-4-isopropyl-6-methyl-2-oxo-1,2-dihydropyridin-3-yl)methyl)-2-methyl-5-(6-(piperazin-1-yl)pyridin-3-yl)benzamide formate